(S)-3-chloro-N-(6-(2-chloro-5-fluorophenyl)-3-cyano-8-oxo-1,6,7,8-tetrahydropyrrolo[3,4-g]indazol-5-yl)-5-fluorobenzamide ClC=1C=C(C(=O)NC=2C=C3C(=NNC3=C3C2[C@H](NC3=O)C3=C(C=CC(=C3)F)Cl)C#N)C=C(C1)F